CN(CCOC1=C(C(=O)NN)C=C(C(=C1)C(=O)NN)OCCN(C)C)C 2,5-bis(2-(dimethylamino)ethoxy)terephthalohydrazide